(R)-2'-(2-ethoxyphenyl)-7'-(pyrrolidin-2-ylmethyl)-1-(2-(trifluoromethyl)phenyl)-7',8'-dihydro-6'H-spiro[piperidine-4,5'-[1,7]naphthyridine] C(C)OC1=C(C=CC=C1)C1=NC=2CN(CC3(C2C=C1)CCN(CC3)C3=C(C=CC=C3)C(F)(F)F)C[C@@H]3NCCC3